C1(=CC=CC=C1)C(C(=O)N)CCCCCC(=O)N phenyloctanediamide